C(=O)(O)C1=C(C=CC=C1)CN[C@H]1CCC2=C(CC1)C=C(C=C2)NC2=NNC(=N2)N N3-((7S)-7-((2-carboxyphenyl)methyl)amino-6,7,8,9-tetrahydro-5H-benzo[7]annulene-2-yl)-1H-1,2,4-triazole-3,5-diamine